N-[[5-(3-CHLOROPHENYL)-3-HYDROXY-2-PYRIDINYL]CARBONYL]GLYCINE ClC=1C=C(C=CC1)C=1C=C(C(=NC1)C(=O)NCC(=O)O)O